[Si](C)(C)(C(C)(C)C)OCCC(C)O 4-((tert-butyldimethylsilyl)oxy)butan-2-ol